Cl.CN1C(C2(C3=CC=CC=C13)CCCC2)=O 1'-methylspiro[cyclopentane-1,3'-indolin]-2'-one hydrochloride